3-(2-bromo-6-(trifluoromethyl)benzyl)oxet BrC1=C(CC=2COC2)C(=CC=C1)C(F)(F)F